ClC1=NC2=CC=C(C(=C2C=N1)F)C1=CC(=CC(=C1)OC)OC 2-chloro-6-(3,5-dimethoxyphenyl)-5-fluoroquinazoline